OC[C@@]1([C@@H](C1)CO)C(=O)OCC Ethyl (1R,2R)-1,2-bis(hydroxymethyl)cyclopropanecarboxylate